C1(CC(C(CC1)C(C)C)OCC(CO)O)C 3-menthoxy-1,2-propanediol